C(C1=CC=CC=C1)N1[C@H]2C(N(C[C@@H]1CC2)C(=O)OC(C)(C)C)C(C(F)F)O tert-butyl (1R,5S)-8-benzyl-2-(2,2-difluoro-1-hydroxyethyl)-3,8-diazabicyclo[3.2.1]octane-3-carboxylate